8-Chloro-5-[[2-[2-[(6-fluoro-[1,2,4]triazolo[4,3-a]pyridin-7-yl)amino]ethyl]-2-azaspiro[3.3]heptan-6-yl]oxy]-2-methyl-isoquinolin-1-one ClC=1C=CC(=C2C=CN(C(C12)=O)C)OC1CC2(CN(C2)CCNC2=CC=3N(C=C2F)C=NN3)C1